4-[(7-amino-2,3-dihydrobenzofuran-5-yl)sulfonyl]Piperazine-1-carboxylic acid tert-butyl ester C(C)(C)(C)OC(=O)N1CCN(CC1)S(=O)(=O)C=1C=C(C2=C(CCO2)C1)N